NC1=C(SC2=NC(=CN=C21)C)C(=O)N[C@@H]2CC1=CC=C(C=C1CC2)N2C[C@@H]([C@H](C2)OC(C)C)N 7-amino-N-[(2S)-6-[(3S,4S)-3-amino-4-(propan-2-yloxy)pyrrolidin-1-yl]-1,2,3,4-tetrahydronaphthalen-2-yl]-3-methylthieno[2,3-b]pyrazine-6-carboxamide